6-bromo-7-methoxy-1H-indole-3-sulfonyl chloride BrC1=CC=C2C(=CNC2=C1OC)S(=O)(=O)Cl